C(C)(C)(C)OC(=O)N1[C@@H](CC(C1)=C=O)C(=O)OC methyl (2S,4R)-(1-tert-butoxycarbonyl-4-carbonyl-2-pyrrolidinyl)carboxylate